ClC=1C=CC2=C(C(=N[C@H](C=3N2C(=NN3)SCCN)CCC(=O)OC)C3=C(C=CC=C3)F)C1 methyl (S)-3-(8-chloro-6-(2-fluorophenyl)-1-((2-aminoethyl)thio)-4H-benzo[f][1,2,4]triazolo[4,3-a][1,4]diazepin-4-yl)propionate